(1S,2R,6R)-9-hydroxy-2,6-dimethyl-8,10-dioxo-N-(2,4,6-trifluorobenzyl)-3,4,5,6,8,10-hexahydro-2H-1,7-methanopyrido[1,2-b][1,2,5]triazecine-11-carboxamide OC=1C(C(=CN2N3[C@@H](CCC[C@H](N(C(C21)=O)C3)C)C)C(=O)NCC3=C(C=C(C=C3F)F)F)=O